tert-butyl 3-hydroxypiperidine-1-carboxylate OC1CN(CCC1)C(=O)OC(C)(C)C